C(C)(C)(C)OC(=O)N1[C@]2(CO[C@@H](C1)C2)CO (1R,4S)-4-(hydroxymethyl)-2-oxa-5-azabicyclo[2.2.1]Heptane-5-carboxylic acid tert-butyl ester